C(C)S(=O)(=N)CC diethyl-(imino)-λ^6-sulfanone